C(N)(=O)C=1C=C2C(=CN=C(C2=CC1OC(C)C)OC[C@H]1NC(CC1)=O)C=1C=NN(C1)C1CCN(CC1)C(=O)OC(C)(C)C tert-butyl (S)-4-(4-(6-carbamoyl-7-isopropoxy-1-((5-oxopyrrolidin-2-yl)methoxy)isoquinolin-4-yl)-1H-pyrazol-1-yl)piperidine-1-carboxylate